2-chloro-4-fluoro-5-[1-methyl-2,4-dioxo-6-(trifluoromethyl)-3-pyrimidinyl]benzoic acid ClC1=C(C(=O)O)C=C(C(=C1)F)N1C(N(C(=CC1=O)C(F)(F)F)C)=O